tris[3,5-bis(trifluoromethyl)phenyl]gallium FC(C=1C=C(C=C(C1)C(F)(F)F)[Ga](C1=CC(=CC(=C1)C(F)(F)F)C(F)(F)F)C1=CC(=CC(=C1)C(F)(F)F)C(F)(F)F)(F)F